(1R,3S)-3-[(3-chlorobenzoyl)-methyl-amino]cyclohexanecarboxylic acid methyl ester COC(=O)[C@H]1C[C@H](CCC1)N(C)C(C1=CC(=CC=C1)Cl)=O